C(C)[Si](O[Si](C)(C)CC)(CC)CC 1,1,1,3-tetraethyl-3,3-dimethyldisiloxane